6-dimethylallyl-tryptamine CC(=CCC=1C=C2NC=C(CCN)C2=CC1)C